p-oxydiphenylamine C1=CC=C(C=C1)NC2=CC=C(C=C2)O